ClC1=C(C(=CC=2C3=C(C=NC12)CN([C@H]3C)C(COC)=O)O)Cl (S)-1-(6,7-dichloro-8-hydroxy-1-methyl-1,3-dihydro-2H-pyrrolo[3,4-c]quinolin-2-yl)-2-methoxyethan-1-one